6-chloro-3-[(E)-3-(4-methoxyphenyl)prop-2-enoyl]-4-morpholino-1H-quinolin-2-one ClC=1C=C2C(=C(C(NC2=CC1)=O)C(\C=C\C1=CC=C(C=C1)OC)=O)N1CCOCC1